(E)-5-(4-(2-(2-pyridyl)ethenyl)phenyl)-3-(3,4-dichlorophenyl)-isoxazole N1=C(C=CC=C1)/C=C/C1=CC=C(C=C1)C1=CC(=NO1)C1=CC(=C(C=C1)Cl)Cl